1-(4-bromo-2,6-difluorophenyl)-3-methyl-2,3,4,9-tetrahydro-1H-pyrido[3,4-b]Indole BrC1=CC(=C(C(=C1)F)C1NC(CC2=C1NC1=CC=CC=C21)C)F